tert-butyl ((1r,4r)-4-(2-(6-hydroxy-2,7-dimethyl-2H-indazol-5-yl)-5-oxopyrido[4,3-d]pyrimidin-6(5H)-yl)cyclohexyl)carbamate OC=1C(=CC2=CN(N=C2C1C)C)C=1N=CC2=C(N1)C=CN(C2=O)C2CCC(CC2)NC(OC(C)(C)C)=O